6-(hydroxymethyl)-4-(4-(2,3,4-trifluorophenyl)-1H-1,2,3-triazol-1-yl)tetrahydro-2H-pyran-3,5-diol OCC1C(C(C(CO1)O)N1N=NC(=C1)C1=C(C(=C(C=C1)F)F)F)O